(R)-3-((3-((dimethylamino)methyl)benzyl)amino)-6-fluoro-5-(1-(2-fluorophenyl)ethyl)-4H-benzo[e][1,2,4]thiadiazine 1,1-dioxide CN(C)CC=1C=C(CNC2=NS(C3=C(N2)C(=C(C=C3)F)[C@H](C)C3=C(C=CC=C3)F)(=O)=O)C=CC1